methyl-3-cyclopropyl-3-(3-(2'-fluoro-5'-methoxy-[1,1'-biphenyl]-4-yl)-3,4-dihydro-2H-benzo-[b][1,4]oxazin-6-yl)-2-methylpropanoate COC(C(C(C1=CC2=C(OCC(N2)C2=CC=C(C=C2)C2=C(C=CC(=C2)OC)F)C=C1)C1CC1)C)=O